C(C)N(CCCC1=C(C=CC(=C1)F)S(=O)(=O)NC1=C(C2=C([C@@H]3[C@H](CO2)OCC3)C=C1)C(=O)O)CC |r| (3ars,9brs)-7-[2-(3-diethylaminopropyl)-4-fluorobenzenesulfonylamino]-1,3a,4,9b-tetrahydro-2H-furo[2,3-c]benzopyran-6-carboxylic acid